2-methyl-4-cumyl-6-butylphenol CC1=C(C(=CC(=C1)C(C)(C)C1=CC=CC=C1)CCCC)O